F[C@H]1CCCCC1(F)F (1S,3S)-3,4,4-trifluorocyclohexan